ClC=1C(=NC(=C(C1)C#N)N1C[C@H](C([C@H](C1)C)F)C)NC=1C=C2C=C(C(N(C2=CC1)CCN1CCOCC1)=O)OCC(=O)NC 2-[[6-[[3-Chloro-5-cyano-6-[(3R,5S)-4-fluoro-3,5-dimethyl-1-piperidyl]-2-pyridyl]amino]-1-(2-morpholinoethyl)-2-oxo-3-quinolyl]oxy]-N-methyl-acetamide